BrC=1C=NC(=NC1)C1(CC(C1)=C)C#N 1-(5-bromopyrimidin-2-yl)-3-methylidenecyclobutane-1-carbonitrile